NC=1C2=C(N=CN1)N(C=C2Br)CC(=O)N2[C@@H](C[C@H](C2)F)C(=O)NCC2=C(C(=CC=C2)Cl)F (2S,4R)-1-(2-(4-amino-5-bromo-7H-pyrrolo[2,3-d]pyrimidin-7-yl)acetyl)-N-(3-chloro-2-fluorophenylmethyl)-4-fluoropyrrolidine-2-carboxamide